ClN1C(=O)NC(=O)NC1=O monochloroisocyanuric acid